8-(3-fluoro-4-methoxyphenyl)-1-(4-(piperazin-1-yl)-3-(trifluoromethyl)phenyl)-5-(2-(pyrrole-1-yl)ethyl)-1,5-dihydro-4H-[1,2,3]triazolo[4,5-c]quinolin-4-one FC=1C=C(C=CC1OC)C1=CC=2C3=C(C(N(C2C=C1)CCN1C=CC=C1)=O)N=NN3C3=CC(=C(C=C3)N3CCNCC3)C(F)(F)F